4-(1-trityl-1H-imidazol-4-yl)butanoic Acid C(C1=CC=CC=C1)(C1=CC=CC=C1)(C1=CC=CC=C1)N1C=NC(=C1)CCCC(=O)O